OC1=C(C(=CC(=C1C(C)NC(N(C)C)=O)CCCCC)O)C1=C(C=CC(=C1)C)C(=C)C 3-(1-(2,6-dihydroxy-5'-methyl-4-pentyl-2'-(prop-1-en-2-yl)-[1,1'-biphenyl]-3-yl)ethyl)-1,1-dimethylurea